F[C@H]1CC(CN(C1)C)NC=1C(N(C(=NN1)C1=C(C=C(C=C1)C(F)(F)F)O)C)=O 6-[[(5S)-5-fluoro-1-methyl-3-piperidyl]-amino]-3-[2-hydroxy-4-(trifluoromethyl)-phenyl]-4-methyl-1,2,4-triazin-5-one